COCC(C)(C)NC(=O)[C@@H]1CN(CC[C@H]1NC(=O)C1=CC(=NO1)C1=C(C=C(C=C1)F)F)C1CCCC1 (3R,4R)-1-cyclopentyl-4-{[3-(2,4-difluoro-phenyl)-isoxazole-5-carbonyl]-amino}-piperidine-3-carboxylic acid (2-methoxy-1,1-dimethyl-ethyl)-amide